C(C)N(CC)CC tri-ethyl-amine